ClC1=CC2=C(NC(=N2)NC2=NC3=C(N2C)C=CC(=C3)C(=O)NCCOC)C=C1 2-((5-chloro-1H-benzo-[d]imidazol-2-yl)amino)-N-(2-methoxyethyl)-1-methyl-1H-benzo[d]-imidazole-5-carboxamide